CC1(CN(CCC1)C1=C2C(=NC=C1)N(C=C2C=2C=NC=NC2)COCC[Si](C)(C)C)C(=O)O 3-methyl-1-[3-pyrimidin-5-yl-1-(2-trimethylsilylethoxymethyl)pyrrolo[2,3-b]Pyridin-4-yl]Piperidine-3-carboxylic acid